4-(6-(3,5-dimethylisoxazol-4-yl)-3-phenyl-1H-pyrrolo[3,2-b]pyridin-1-yl)-3,5-dimethoxybenzoic acid CC1=NOC(=C1C=1C=C2C(=NC1)C(=CN2C2=C(C=C(C(=O)O)C=C2OC)OC)C2=CC=CC=C2)C